bis(dimethylcarbamate) hydrochloride Cl.CN(C(O)=O)C.CN(C(O)=O)C